N1=CC(=CC=C1)N1N=C(C=C1)C(=O)OCC Ethyl 1-(pyridin-3-yl)-1H-pyrazole-3-carboxylate